neopentyl glycol di-nonanoate C(CCCCCCCC)(=O)OCC(C)(COC(CCCCCCCC)=O)C